(R,6S)-6-methoxy-N'-((5-(2-methoxypyridin-4-yl)-2,3-dihydro-1H-inden-4-yl)carbamoyl)-6,7-dihydro-5H-pyrazolo[5,1-b][1,3]oxazine-3-sulfonimidamide CO[C@H]1CN2C(OC1)=C(C=N2)[S@@](=O)(N)=NC(NC2=C1CCCC1=CC=C2C2=CC(=NC=C2)OC)=O